ethyl 1-(4-chlorophenyl)-4-(hydroxymethyl)-1H-pyrazole-5-carboxylate ClC1=CC=C(C=C1)N1N=CC(=C1C(=O)OCC)CO